5-(4-bromophenyl)-2,4-pentadienal BrC1=CC=C(C=C1)C=CC=CC=O